2,6-di-tert-Butyl-phenol C(C)(C)(C)C1=C(C(=CC=C1)C(C)(C)C)O